methanaminium tetrakis(3-fluorophenyl)borate FC=1C=C(C=CC1)[B-](C1=CC(=CC=C1)F)(C1=CC(=CC=C1)F)C1=CC(=CC=C1)F.C[NH3+]